3-(((2,6-bis(bis(2-methoxyethyl)amino)-8-(4-methoxypiperidin-1-yl)pyrimido[5,4-d]pyrimidin-4-yl)amino)methyl)benzonitrile COCCN(C=1N=C(C2=C(N1)C(=NC(=N2)N(CCOC)CCOC)N2CCC(CC2)OC)NCC=2C=C(C#N)C=CC2)CCOC